FC=1C=C(C=C(C1)F)C(C(=O)O)CC 2-(3,5-difluorophenyl)butanoic acid